C(C)O/C=C/C=1C=NC2=NC(=CC=C2C1N)OC (E)-3-(2-ethoxyvinyl)-7-methoxy-1,8-naphthyridin-4-amine